C(C)OC(=O)C=1N=C(SC1CCCOC1=C(C=CC=C1)F)N1C=CC2=C1N=NC(=C2)NC=2SC1=C(N2)C=CC=C1 {3-[(1,3-benzothiazol-2-yl)amino]-7H-pyrrolo[2,3-c]pyridazin-7-yl}-5-[3-(2-fluorophenoxy)propyl]-1,3-thiazole-4-carboxylic acid ethyl ester